indeno[5,4-f]quinoline N1C=CC=C2C=3C(=CC=C12)C1=CC=CC1=CC3